BrC=1C=2N(C(=NC1Cl)S(=O)C)C=CN2 8-bromo-7-chloro-5-(methylsulfinyl)imidazo[1,2-c]pyrimidine